silicon beryllium aluminum sodium [Na].[Al].[Be].[Si]